(4-(4-(cyclopropylamino)-4-oxobutyl)-1-phenyl-1H-imidazol-2-yl)-3-(pyridin-4-yl)benzamide C1(CC1)NC(CCCC=1N=C(N(C1)C1=CC=CC=C1)C1=C(C(=O)N)C=CC=C1C1=CC=NC=C1)=O